NCC(C)C 1-amino-2-methylpropane